N(=C=O)CC(CC(CCN=C=O)C)(C)C 1,6-Diisocyanato-2,2,4-trimethylhexan